((1-bromobut-3-en-2-yl)oxy)(tert-butyl)dimethylsilane BrCC(C=C)O[Si](C)(C)C(C)(C)C